BrC(C(=O)NC1=NC=C(N=C1)OC1=C(C=C(C=C1)F)F)C 2-bromo-N-(5-(2,4-difluorophenoxy)pyrazin-2-yl)propanamide